COC1=C(C=CC(=C1)C)C#CC1=CC=C(C=C1)C 2-methoxy-4-methyl-1-[2-(4-methylphenyl)ethynyl]benzene